bis(2-(2-butoxyethoxy)ethyl)adipic acid C(CCC)OCCOCCC(C(=O)O)(CCCC(=O)O)CCOCCOCCCC